O1C2(OCC1)CC1=CCC[C@@H]1C2 (3aR,6aS)-Tetrahydro-1H-spiro[pentalene-2,2'-[1,3]dioxolan]